N-((S)-3-(3,4-dihydroisoquinolin-2(1H)-yl)-2-hydroxypropyl)-6-((1-(5-((2-(2,6-dioxopiperidin-3-yl)-1-oxoisoindolin-4-yl)amino)pentyl)piperidin-4-yl)amino)pyrimidine-4-carboxamide C1N(CCC2=CC=CC=C12)C[C@H](CNC(=O)C1=NC=NC(=C1)NC1CCN(CC1)CCCCCNC1=C2CN(C(C2=CC=C1)=O)C1C(NC(CC1)=O)=O)O